BrC1=C(C=CC(=C1)O)CC(=O)O 2-(2-bromo-4-hydroxyphenyl)acetic acid